3-(3-(2-methoxyphenyl)-4-thiazolinonyl)-N-(4-(2,5-dioxo-2,5-dihydro-1H-pyrrol-1-yl)butyl)benzamide COC1=C(C=CC=C1)N1C(SC=C1C=1C=C(C(=O)NCCCCN2C(C=CC2=O)=O)C=CC1)=O